BrC1=CC=CC=2N(C=NC21)C2C[C@H](CCC2)NC([O-])=O ((S)-3-(4-bromo-1H-benzo[d]imidazol-1-yl)cyclohexyl)carbamate